BrC=1C(=C(C=CC1)C1=CC=2N(C(C(=CN2)CN(C(OC(C)(C)C)=O)C[C@H]2NC(CC2)=O)=O)C=C1)Cl (S)-tert-Butyl ((8-(3-bromo-2-chlorophenyl)-4-oxo-4H-pyrido[1,2-a]pyrimidin-3-yl)methyl)((5-oxopyrrolidin-2-yl)methyl)carbamate